BrC=1C=C(C=CC1)C1=NC(=NC(=C1)C1=CC=CC=C1)C1=CC=CC=C1 4-(3-bromo-phenyl)-2,6-diphenyl-pyrimidine